FC1=C(C=CC=C1)C1=C(C(=NC=2C[C@H](CCC12)C1=CC=NN1C)N1CC2(CN(C2)C(C=C)=O)CC1)C#N (7S)-4-(2-fluorophenyl)-7-(1-methyl-1H-pyrazol-5-yl)-2-(2-(2-propenoyl)-2,6-diazaspiro[3.4]octan-6-yl)-5,6,7,8-tetrahydro-3-quinolinecarbonitrile